ClC=1C=NN(C1C1=NN2C(C(CCC2)N(C)C2=CC=C(C=C2)C=2N(C=C(N2)C(F)(F)F)CC)=C1)C(C)C 2-(4-chloro-1-isopropyl-1H-pyrazol-5-yl)-N-(4-(1-ethyl-4-(trifluoromethyl)-1H-imidazol-2-yl)phenyl)-N-methyl-4,5,6,7-tetrahydropyrazolo[1,5-a]pyridin-4-amine